(S)-4-(2-(2-methylazetidin-1-yl)-6,7-dihydro-5H-cyclopenta[d]pyrimidin-4-yl)-2-(trifluoromethyl)benzamide C[C@@H]1N(CC1)C=1N=C(C2=C(N1)CCC2)C2=CC(=C(C(=O)N)C=C2)C(F)(F)F